OC=1C=NC(=NC1)C=1CCN(CC1)C(=O)OC(C)(C)C tert-Butyl 4-(5-hydroxypyrimidin-2-yl)-3,6-dihydropyridine-1-carboxylate